N1CC(C1)C1=CC2=C(N=CN=C2NC2=C(C(=C(C=C2)Cl)F)F)C=N1 6-(azetidin-3-yl)-N-(4-chloro-2,3-difluoro-phenyl)pyrido[3,4-d]pyrimidin-4-amine